O[C@@H]1[C@](O[C@@H]([C@H]1O)CO)(CO)O[C@H]1O[C@@H]([C@H]([C@@H]([C@H]1O)O)O)CO (2R,3R,4S,5S,6R)-2-[(2S,3S,4S,5R)-3,4-dihydroxy-2,5-bis(hydroxymethyl)oxolan-2-yl]oxy-6-(hydroxymethyl)oxane-3,4,5-triol